O=C1N(CC[C@@]1(C=C)C=1OC(=NN1)C1=NC=CC=C1NC1=CC=C(C=C1)C(F)(F)F)C#N (R)-2-oxo-3-(5-(3-((4-(trifluoromethyl)phenyl)amino)pyridin-2-yl)-1,3,4-oxadiazol-2-yl)-3-vinylpyrrolidine-1-carbonitrile